(S)-3-(1H-indol-3-yl)-N-(4-morpholinophenyl)-2-(4-(trifluoromethyl)phenylsulphonamido)propanamide N1C=C(C2=CC=CC=C12)C[C@@H](C(=O)NC1=CC=C(C=C1)N1CCOCC1)NS(=O)(=O)C1=CC=C(C=C1)C(F)(F)F